2-amino-6-methoxybenzo[d]thiazole-4-carboxylic acid tert-butyl ester C(C)(C)(C)OC(=O)C=1C=C(C=C2C1N=C(S2)N)OC